OB1OC=2C(=C3C(=NC2)NC=C3)C(=C1)[C@@H]1CC[C@H](CC1)CS(=O)(=O)NC 1-(trans-4-(7-hydroxy-3,7-dihydro-[1,2]oxaborinino[5,6-d]pyrrolo[2,3-b]pyridin-9-yl)cyclohexyl)-N-methylmethanesulfonamide